Methyl 2-(3-fluoro-4-(5-phenylthiophene-2-carboxamido)-[1,1'-biphenyl]-2-yl)acetate FC=1C(=C(C=CC1NC(=O)C=1SC(=CC1)C1=CC=CC=C1)C1=CC=CC=C1)CC(=O)OC